tert-butyl 3-(4-chloro-7-methyl-5-{4-[(6-methylpyridin-2-yl) oxy] phenyl}-7H-pyrrolo[2,3-d]pyrimidin-6-yl)-3-fluoropyrrolidine-1-carboxylate ClC=1C2=C(N=CN1)N(C(=C2C2=CC=C(C=C2)OC2=NC(=CC=C2)C)C2(CN(CC2)C(=O)OC(C)(C)C)F)C